3-(3-(dimethylamino)propyl)-2,3,4,5-tetrahydro-1H-naphtho[2,3-d]azepine-6,11-dione CN(CCCN1CCC2=C(CC1)C(C1=CC=CC=C1C2=O)=O)C